CN(CC(C)O)CC(C)O (methylazanediyl)bis(propan-2-ol)